N1(CC1)CCNS(=O)(=O)C=1C=C(C(=O)N(CC(C)C)CC(C)C)C=CC1 3-(N-(2-(aziridine-1-yl)ethyl)sulfamoyl)-N,N-diisobutylbenzamide